2,4-dichloro-6-[4-(naphthalen-2-yl)phenyl]-1,3,5-triazine ClC1=NC(=NC(=N1)Cl)C1=CC=C(C=C1)C1=CC2=CC=CC=C2C=C1